CN1CC(CCC1)C=1C=CC(=NC1)C1=NC(=NC=C1)N (5-(1-methylpiperidin-3-yl)pyridin-2-yl)pyrimidin-2-amine